ClC1=C(C=CC(=C1)C)C(CNC(=O)C1=C(C=NC2=CC=CC=C12)SC1=C(C(=CC=C1)C1CC1)F)(F)F N-[2-(2-chloro-4-methylphenyl)-2,2-difluoroethyl]-3-[(3-cyclopropyl-2-fluorophenyl)thio]quinoline-4-carboxamide